rac-methyl-(3-(6-(1-methyl-1H-pyrazol-4-yl)pyrazolo[1,5-a]pyrazin-4-yl)cyclohexyl)carbamic acid tert-butyl ester C(C)(C)(C)OC(N(C1CC(CCC1)C=1C=2N(C=C(N1)C=1C=NN(C1)C)N=CC2)C)=O